COC(=O)C1=COC=C1C(=O)O 3,4-furandicarboxylic acid methyl ester